C(C)ON=C(C)C1=CC=C(C(=N1)C(=O)O)S(=O)(=O)C 6-(1-(ethoxyimino)ethyl)-3-(methylsulfonyl)picolinic acid